2,6-diaminopyridine propane-1-sulfonate (2,6-diaminopyridinepropanesulfonate) NC1(NC(=CC=C1)N)CCCS(=O)(=O)O.C(CC)S(=O)(=O)O.NC1=NC(=CC=C1)N